OCCCCNC([O-])=O (4-hydroxybutyl)carbamate